ClC1=C(C=C2CCN(CC2=C1)C)N 7-chloro-2-methyl-1,2,3,4-tetrahydroisoquinolin-6-amine